N-(methylcarbamoylthio)-2-(o-tolyl)-2-[4-(trifluoromethyl)-2-pyridyl]acetamide CNC(=O)SNC(C(C1=NC=CC(=C1)C(F)(F)F)C1=C(C=CC=C1)C)=O